OCCC[PH3+] 3-hydroxypropylphosphonium